C(C1=CC=CC=C1)OC(=O)N1CCN(CC1)CCCC1CCN(CC1)C(=O)OC(C)(C)C benzyl-4-(3-(1-(tert-butoxycarbonyl)piperidin-4-yl)propyl)piperazine-1-carboxylate